NC=1C=CC(=NC1)[C@H]1N(C[C@@H](CC1)C)C(C(=O)NC=1C=C(C=NC1)C(=O)N)=O 5-[[2-[(2S,5R)-2-(5-amino-2-pyridyl)-5-methyl-1-piperidyl]-2-oxo-acetyl]amino]pyridine-3-carboxamide